C(C)OCCCC=O 4-ETHOXYBUTANAL